BrC1=CC(=C(C=N1)SC1=CN(C2=CC(=CC(=C12)C)F)C)C 3-[(6-bromo-4-methyl-3-pyridyl)sulfanyl]-6-fluoro-1,4-dimethyl-indole